4-trifluoromethyl-nicotinic acid sodium salt [Na+].FC(C1=CC=NC=C1C(=O)[O-])(F)F